5-(3-((1-(3,4-dichlorophenyl)ethyl)amino)-1,2,4-triazin-6-yl)-3-methylbenzo[d]oxazol-2(3H)-one ClC=1C=C(C=CC1Cl)C(C)NC=1N=NC(=CN1)C=1C=CC2=C(N(C(O2)=O)C)C1